C(C)(C)(C)NC1=C(C=CC=C1)B1OC(C(O1)(C)C)(C)C N-(tert-butyl)-2-(4,4,5,5-tetramethyl-1,3,2-dioxaborolan-2-yl)aniline